1,2,3-trimethyl-4-propyl-5-ethylimidazole tetraborate B(O)(O)O.B(O)(O)O.B(O)(O)O.B(O)(O)O.CN1C(N(C(=C1CC)CCC)C)C